(1R,2S)-1-(6-bromo-2-methoxyquinolin-3-yl)-4-dimethylamino-1-phenyl-2-(1-naphthyl)-2-butanol fumarate C(\C=C\C(=O)O)(=O)O.BrC=1C=C2C=C(C(=NC2=CC1)OC)[C@H]([C@](CCN(C)C)(O)C1=CC=CC2=CC=CC=C12)C1=CC=CC=C1